ClC=1C(=C(CNC(CN(C(CN2N=C(C3=CC=CC=C23)C(=O)N)=O)CCCO)=O)C=CC1)F 1-(2-((2-((3-chloro-2-fluorobenzyl)amino)-2-oxoethyl)(3-hydroxypropyl)amino)-2-oxoethyl)-1H-indazole-3-carboxamide